1H-tetrazol N1N=NN=C1